BrC=1SC=C(N1)C(=O)N([C@H]1C(NCC1)=O)C1=CC(=CC(=C1)OC(F)(F)F)OC (R)-2-Bromo-N-(3-methoxy-5-(trifluoromethoxy)phenyl)-N-(2-oxopyrrolidin-3-yl)thiazole-4-carboxamide